OC(C)(C)C=1C(=CC2=CN(N=C2C1)C1CCNCC1)N1CC=CC=C1C(F)(F)F N-(6-(2-hydroxypropan-2-yl)-2-(piperidin-4-yl)-2H-indazol-5-yl)-6-(trifluoromethyl)pyridine